(-)-3-(5,5-dioxido-6,7-dihydrodibenzo[d,f][1,2]thiazepin-7-yl)-4-hydroxynaphthalen-1-yl acetate C(C)(=O)OC1=CC(=C(C2=CC=CC=C12)O)C1NS(C2=C(C3=C1C=CC=C3)C=CC=C2)(=O)=O